ClC1=CC=C(C=C1)CN(CC(=O)NO)CC=1C=C(C(=O)O)C=CC1 3-[[(4-chlorophenyl)methyl-[2-(hydroxyamino)-2-oxo-ethyl]amino]methyl]benzoic acid